di-tert-butyl (2R,4R)-4-((6-((1-(tert-butyl)-5-methyl-1H-pyrazol-3-yl)amino)-3-fluoro-4-vinylpyridin-2-yl)methyl)-2-methylpiperidine-1,4-dicarboxylate C(C)(C)(C)N1N=C(C=C1C)NC1=CC(=C(C(=N1)C[C@@]1(C[C@H](N(CC1)C(=O)OC(C)(C)C)C)C(=O)OC(C)(C)C)F)C=C